C(C)C=1C(NC2=C(N1)C=NC(=C2)CN2CC1(CN(C1)C1=CC=C(N=N1)C(=O)NC)C2)=O 6-(6-((3-ethyl-2-oxo-1,2-dihydropyrido[3,4-b]pyrazin-7-yl)methyl)-2,6-diazaspiro[3.3]heptan-2-yl)-N-methylpyridazine-3-carboxamide